(1S,2S,3S,5R)-3-(4-fluorophenoxy)-5-(4-methyl-7H-pyrrolo[2,3-d]pyrimidin-7-yl)cyclopentane-1,2-diol FC1=CC=C(O[C@@H]2[C@H]([C@H]([C@@H](C2)N2C=CC3=C2N=CN=C3C)O)O)C=C1